FC(C1CC(C1)N)(F)F 3-(trifluoromethyl)cyclobutylamine